C(#N)C=C(C1=CC(=CC=C1)OC)B1OC(C)(C)C(C)(C)O1 2-cyano-1-(3-methoxyphenyl)vinyl-boronic acid pinacol ester